FC=1C=C(C=CC1)N1N=C(C=C(C1=O)C(=O)NCC[C@@H](C)O)C1=CC=C(C=C1)C(F)(F)F |r| 2-(3-fluorophenyl)-N-[(3RS)-3-hydroxybutyl]-3-oxo-6-[4-(trifluoromethyl)phenyl]-2,3-dihydropyridazine-4-carboxamide